methyl 4-[2-[(tert-butoxycarbonylamino) methyl]-5-ethynyl-phenoxy]butanoate C(C)(C)(C)OC(=O)NCC1=C(OCCCC(=O)OC)C=C(C=C1)C#C